C(C)OC(C(CC(C(C)=O)C1=CC=CC=C1)NC(=O)OC(C)(C)C)=O.BrCC1=CC(=NO1)CF 5-(bromomethyl)-3-(fluoromethyl)isoxazole ethyl-2-((t-butoxycarbonyl)amino)-5-oxo-4-phenylhexanoate